ClC1=NC(=C2N=CN(C2=N1)C)NC1C(C2CCC1CC2)C(=O)OC trans-methyl 3-((2-chloro-9-methyl-9H-purin-6-yl)amino)bicyclo[2.2.2]octane-2-carboxylate